tert-butyl ((5S,8S,10aR)-8-(((R)-chroman-4-yl)carbamoyl)-3-((R)-2-fluoro-3-methylbutanoyl)-6-oxodecahydropyrrolo[1,2-a][1,5]diazocin-5-yl)carbamate O1CC[C@H](C2=CC=CC=C12)NC(=O)[C@@H]1CC[C@H]2N1C([C@H](CN(CC2)C([C@@H](C(C)C)F)=O)NC(OC(C)(C)C)=O)=O